2,5,7-trichloroquinazolin-8-ol ClC1=NC2=C(C(=CC(=C2C=N1)Cl)Cl)O